C1(CCC1)C=1C(=NNC1C1=CC=C(C=C1)F)NC(CC1CC(C1)(F)F)=O N-(4-cyclobutyl-5-(4-fluorophenyl)-1H-pyrazol-3-yl)-2-(3,3-difluorocyclobutyl)acetamide